2-(4-(tert-butoxycarbonyl)piperazin-1-yl)thiazole C(C)(C)(C)OC(=O)N1CCN(CC1)C=1SC=CN1